C(CC=C)N1N=CC2=CC=CC(=C12)F (but-3-en-1-yl)-7-fluoro-1H-indazole